Bis(acryloyloxy)butane C(C=C)(=O)OC(C(C)OC(C=C)=O)C